(R)-(2-(benzofuran-3-yl)-1-(2-oxo-2-(pyrazin-2-ylamino)acetamido)ethyl)boronic acid O1C=C(C2=C1C=CC=C2)C[C@H](NC(C(NC2=NC=CN=C2)=O)=O)B(O)O